bis(2-ethylhexanoate) titanium [Ti+2].C(C)C(C(=O)[O-])CCCC.C(C)C(C(=O)[O-])CCCC